α-D-Arabinofuranosyl-(1→5)-α-D-arabinofuranosyl-(1→5)-D-arabinose [C@H]1([C@@H](O)[C@H](O)[C@H](O1)CO)OC[C@@H]1[C@H]([C@@H]([C@H](O1)OC[C@H]([C@H]([C@@H](C=O)O)O)O)O)O